methyl 1-[(4-methoxyphenyl)methyl]-6-oxopiperidine-3-carboxylate COC1=CC=C(C=C1)CN1CC(CCC1=O)C(=O)OC